C(C)(C)NC(O[C@H]1C[C@H](CC1)C1=CC(=NN1)NC(COC1=C(C(=CC(=C1)OC)O)/C=N/[C@@H](C)CC)=O)=O (1R,3S)-3-(3-(2-(2-((E)-(((S)-sec-butyl)imino)methyl)-3-hydroxy-5-methoxyphenoxy)acetamido)-1H-pyrazol-5-yl)cyclopentyl isopropylcarbamate